4-(((3-chlorophenyl)amino)methyl)-N-hydroxybenzoamide ClC=1C=C(C=CC1)NCC1=CC=C(C(=O)NO)C=C1